BrC=1C(N(C(=CC1OCC1=C(C=C(C=C1)F)F)C)CC1=NC=C(C(=O)N(C)C)C=C1)=O 6-{[3-bromo-4-[(2,4-difluorobenzyl)oxy]-6-methyl-2-oxopyridin-1(2H)-yl]methyl}-N,N-dimethyl-nicotinamide